ClCC(=O)NC=1C=C2CC(CC2=C(C1)F)CO 2-chloro-N-[7-fluoro-2-(hydroxymethyl)indan-5-yl]acetamide